C(C=C)(=O)N1CC(CC1)N1C(N(C2=CC=CC=C2C1)C1=CC=C(C=C1)C(F)(F)F)=O 3-(1-acryloylpyrrolidin-3-yl)-1-(4-(trifluoromethyl)phenyl)-3,4-dihydroquinazolin-2(1H)-one